3-(isoindolin-5-ylamino)piperidine-2,6-dione hydrochloride Cl.C1NCC2=CC(=CC=C12)NC1C(NC(CC1)=O)=O